tert-butyl 2-(((tert-butoxycarbonyl) (cyclobutylmethyl) amino) methyl)-6-((imidazo[1,2-b]pyridazine-7-carboxamido) methyl)-1H-indole-1-carboxylate C(C)(C)(C)OC(=O)N(CC1CCC1)CC=1N(C2=CC(=CC=C2C1)CNC(=O)C1=CC=2N(N=C1)C=CN2)C(=O)OC(C)(C)C